(2r,3s,5r)-5-methyl-2-(((6-(5-methylpyrimidin-2-yl)bicyclo[4.1.0]hept-3-yl)oxy)methyl)-3-(methylsulfonylamino)pyrrolidine-1-carboxylic acid methyl ester COC(=O)N1[C@H]([C@H](C[C@H]1C)NS(=O)(=O)C)COC1CC2CC2(CC1)C1=NC=C(C=N1)C